dibenzoyl-(benzoylacryl)-2-methylresorcinol C(C1=CC=CC=C1)(=O)C1=C(C(=C(C(=C1O)C)O)C(=O)C=CC(C1=CC=CC=C1)=O)C(C1=CC=CC=C1)=O